4-(2,3-dihydrobenzo[b][1,4]dioxin-6-yl)-5-fluoro-N-(5-(4-methylpiperazin-1-yl)pyridin-2-yl)pyrimidin-2-amine O1C2=C(OCC1)C=C(C=C2)C2=NC(=NC=C2F)NC2=NC=C(C=C2)N2CCN(CC2)C